4-(trifluoromethoxy)benzene-1-sulfonyl chloride FC(OC1=CC=C(C=C1)S(=O)(=O)Cl)(F)F